N,N'-bis(furan-2-ylmethyl)oxamide O1C(=CC=C1)CNC(=O)C(=O)NCC=1OC=CC1